4-chloro-7-sulfobenzofurazane ammonium salt [NH4+].ClC1=CC=C(C=2C1=NON2)S(=O)(=O)[O-]